NC1=[N+](C=C(C2=C1C=NN2C2OCCCC2)NC(C(=O)N2[C@H](CC[C@@H](C2)C)C2=CC=C(C=C2)F)=O)[O-] 4-amino-7-(2-((2R,5S)-2-(4-fluorophenyl)-5-methylpiperidin-1-yl)-2-oxoacetamido)-1-(tetrahydro-2H-pyran-2-yl)-1H-pyrazolo[4,3-c]pyridine 5-oxide